(2-ethynyl-thiazole-4-carboxamide) methylbenzoate COC(C1=CC=CC=C1)=O.C(#C)C=1SC=C(N1)C(=O)N